NC1=CC=C(OC2=CC=C(C(C)(C)C3=CC(=CC=C3)C(C3=CC=C(C=C3)OC3=CC=C(C=C3C)N)(C)C)C=C2)C(=C1)C 1,3-bis[4-(4-amino-6-methylphenoxy)-α,alpha-dimethylbenzyl]benzene